methyl (2R,4R,5R)-2-(tert-butyl)-5-(2-cyclopentylethyl)-3-formylthiazolidine-4-carboxylate C(C)(C)(C)[C@H]1S[C@@H]([C@H](N1C=O)C(=O)OC)CCC1CCCC1